3-methoxy-5-hydroxy-4-[(3'R-4'S)-p-menthenyl]-trans-stilbene COC=1C=C(C=C(C1C1C=C(CCC1C(C)C)C)O)\C=C\C1=CC=CC=C1